8-vinyloxycarbonyl-tetracyclo[4.4.0.12,5.17,10]dodec-3-ene C(=C)OC(=O)C1C2C3C4C=CC(C3C(C1)C2)C4